7-cyclopentyl-2-((5-(2-(1-(4-(2,6-dioxopiperidin-3-yl)phenyl)-piperidin-4-yl)-ethoxy)pyridin-2-yl)amino)-N,N-dimethyl-7H-pyrrolo[2,3-d]pyrimidine-6-carboxamide C1(CCCC1)N1C(=CC2=C1N=C(N=C2)NC2=NC=C(C=C2)OCCC2CCN(CC2)C2=CC=C(C=C2)C2C(NC(CC2)=O)=O)C(=O)N(C)C